2-(4-bromo-1-methyl-1H-pyrazol-5-yl)benzo[b]thiophene-3-carbonitrile BrC=1C=NN(C1C1=C(C2=C(S1)C=CC=C2)C#N)C